CC1(OCCC1)CNC(=O)C1=NC(=C(C=C1N)C(F)(F)F)Br 3-Amino-6-bromo-5-trifluoromethyl-pyridine-2-carboxylic acid (2-methyl-tetrahydro-furan-2-yl-methyl)-amide